4-(1-ethyl-4-fluoropiperidin-4-yl)-1H-1,2,3-triazol C(C)N1CCC(CC1)(F)C=1N=NNC1